C(C)(C)N1C(CC2=CC(=CC=C12)[N+](=O)[O-])=O 1-isopropyl-5-nitroindolin-2-one